3-fluoro-5-((3-hydroxy-2-methyl-4-nitro-1,1-dioxido-2,3-dihydrobenzo[d]isothiazol-5-yl)oxy)benzonitrile FC=1C=C(C#N)C=C(C1)OC=1C=CC2=C(C(N(S2(=O)=O)C)O)C1[N+](=O)[O-]